CS(=O)(=O)N1CC2=CC=C(C=C2C1)N 2-(methylsulfonyl)isoindolin-5-amine